(2S,2'S)-4,4'-(pentane-1,5-diylbis(6-methoxyisoindoline-5,2-diyl))bis(2-methyl-4-oxobutanoic acid) C(CCCCC=1C=C2CN(CC2=CC1OC)C(C[C@@H](C(=O)O)C)=O)C=1C=C2CN(CC2=CC1OC)C(C[C@@H](C(=O)O)C)=O